NC=1C(=C(C=C2C=C(N=CC12)NC1=NN2CC(N(CCC2=C1)CC(F)F)=O)C=1C=NC=C(C1C)N)F 2-((8-amino-6-(5-amino-4-methylpyridin-3-yl)-7-fluoroisoquinolin-3-yl)amino)-6-(2,2-difluoroethyl)-5,6-dihydro-4H-pyrazolo[1,5-d][1,4]diazepin-7(8H)-one